FC1=CC=C(C=C1)C1=C(C(OC2=C1C=CC=C2)=O)S(=O)(=O)CC2=CC=CC=C2 (+)-4-(4-fluorophenyl)-3-toluenesulfonyl-benzopyran-2-one